(E)-3-chloro-N-[[4-(hydroxymethyl)-1-[4-(trifluoromethoxy)phenyl]pyrazolo[3,4-b]pyridin-3-yl]methyl]prop-2-enamide Cl/C=C/C(=O)NCC1=NN(C2=NC=CC(=C21)CO)C2=CC=C(C=C2)OC(F)(F)F